5-(tert-pentyl)-2,5,6,7-tetrahydro-4H-pyrazolo[4,3-c]pyridin-4-one C(C)(C)(CC)N1C(C=2C(CC1)=NNC2)=O